NC[C@H]1C=2C=CC(=CC2CCC1)N(C1=CC=C(C=C1)C)C (5R)-5-(aminomethyl)-N-methyl-N-(4-methylphenyl)-5,6,7,8-tetrahydronaphthalen-2-amine